C(C(C)(C)C)OC(CC)=O propanoic acid neopentyl ester